COC(C(CC(F)(F)F)(C)C)=O 4,4,4-trifluoro-2,2-dimethyl-butyric acid methyl ester